(R)-3-(2-(2-(6-(3-(1-(3-(1-(tert-butoxycarbonyl)-4-(5-(pyridin-4-yl)-4H-1,2,4-triazol-3-yl)piperidin-4-ylamino)benzamido)ethyl)phenoxy)hexyloxy)ethoxy)ethoxy)propanoic acid C(C)(C)(C)OC(=O)N1CCC(CC1)(C1=NN=C(N1)C1=CC=NC=C1)NC=1C=C(C(=O)N[C@H](C)C=2C=C(OCCCCCCOCCOCCOCCC(=O)O)C=CC2)C=CC1